NCCNC1=CC(=CC=2C3=CC(=CC=C3NC12)NC1=CC(=C(C=C1)Cl)Cl)Cl N1-(2-Aminoethyl)-3-chloro-N6-(3,4-dichlorophenyl)-9H-carbazole-1,6-diamine